CC(CC(C)O)O methyl-1,3-butanediol